N-((1H-imidazol-4-yl)methyl)-2-(4-methylpyrimidin-5-yl)aniline N1C=NC(=C1)CNC1=C(C=CC=C1)C=1C(=NC=NC1)C